Icosen C=CCCCCCCCCCCCCCCCCCC